3-bromo-4-meth-ylbenzonitrile BrC=1C=C(C#N)C=CC1C